4-methyl-6-(4,4,5,5-tetramethyl-1,3,2-dioxaborolan-2-yl)quinoline CC1=CC=NC2=CC=C(C=C12)B1OC(C(O1)(C)C)(C)C